COC1=NN(C=C1C(=O)NC1=NC(=CC=C1)C1=CN=C2N1[C@H](CC2)C)C2CCN(CC2)C (S)-3-methoxy-N-(6-(5-methyl-6,7-dihydro-5H-pyrrolo[1,2-a]imidazol-3-yl)pyridin-2-yl)-1-(1-methylpiperidin-4-yl)-1H-pyrazole-4-carboxamide